3,5'-di-tert-butyl-N-(3'-(tert-butyl)-[1,1'-biphenyl]-4-yl)-[1,1':3',1''-terphenyl]-2'-amine C(C)(C)(C)C=1C=C(C=CC1)C1=C(C(=CC(=C1)C(C)(C)C)C1=CC=CC=C1)NC1=CC=C(C=C1)C1=CC(=CC=C1)C(C)(C)C